ethyl 2-(4-benzyloxy-2-ethyl-5-methyl-pyrazol-3-yl)-4-[3-[(2,4-dimethoxyphenyl)methylcarbamoyl]-5-methyl-pyrazolo[3,4-c]pyridin-1-yl]oxazole-5-carboxylate C(C1=CC=CC=C1)OC1=C(N(N=C1C)CC)C=1OC(=C(N1)N1N=C(C=2C1=CN=C(C2)C)C(NCC2=C(C=C(C=C2)OC)OC)=O)C(=O)OCC